C(C)(C)(C)O[C@H](C(=O)O)C1=C(C2=C(N=C(S2)C=2C=C3C(=NN(C3=CC2)C)N2C[C@@H](CC2)N(C)C)C=C1C)C1=CC=C(C=C1)Cl (S)-2-(tert-butoxy)-2-(7-(4-chlorophenyl)-2-(3-((R)-3-(dimethylamino)pyrrolidin-1-yl)-1-methyl-1H-indazol-5-yl)-5-methylbenzo[d]thiazol-6-yl)acetic acid